5-bromoquinazoline-8-carbonitrile BrC1=C2C=NC=NC2=C(C=C1)C#N